O.O.[Na+].[Na+].C(N(CC(=O)[O-])CC(=O)O)CN(CC(=O)O)CC(=O)[O-] edetate disodium dihydrate